C(C)(=O)O.CC1C(C2=CC(=CC=C2C1)C)N 2,6-dimethyl-1-aminoindane acetate